ClC1=C(C(=O)NC=2SC3=C(N2)C(=CC=C3)C#C)C(=CC(=C1)N1CCNCC1)Cl 2,6-dichloro-N-(4-ethynylbenzo[d]thiazol-2-yl)-4-(piperazin-1-yl)benzamide